5-(2,6-dimethyl-4-pyridinyl)-6-isopropyl-4H-thieno[3,2-b]Pyrrole-2-carboxylic acid ethyl ester C(C)OC(=O)C1=CC=2NC(=C(C2S1)C(C)C)C1=CC(=NC(=C1)C)C